BrC1=C(C(=CC=C1)C)C 3-bromo-1,2-xylene